(Z)-1,3-diphenylprop-2-yn-1-one-O-methyl oxime CO\N=C(/C#CC1=CC=CC=C1)\C1=CC=CC=C1